C(=O)O.FC=1C(=CC2=CC=CC=C2C1)O 3-fluoronaphthalene-2-ol formate salt